tert-Butyl 4-[[1-[3-[(5-fluoro-2-methyl-1,3-benzoxazol-6-yl)carbamoyl]phenyl]-3-(trifluoromethyl)-4,5,6,7-tetrahydroindazol-7-yl]oxy]benzoate FC=1C(=CC2=C(N=C(O2)C)C1)NC(=O)C=1C=C(C=CC1)N1N=C(C=2CCCC(C12)OC1=CC=C(C(=O)OC(C)(C)C)C=C1)C(F)(F)F